N4-Methyl-2'-deoxycytidine CNC1=NC(N([C@H]2C[C@H](O)[C@@H](CO)O2)C=C1)=O